N-cyclopentyl-N-(7-(ethyl((2-(methylamino)pyrimidin-4-yl)methyl)amino)-7-oxoheptyl)-4-fluorobenzamide C1(CCCC1)N(C(C1=CC=C(C=C1)F)=O)CCCCCCC(=O)N(CC1=NC(=NC=C1)NC)CC